NC1=C(C(N(C(=N1)N1CCC2(CC1)[C@@H](C=1C(=NC=C(C1)[N+](=O)[O-])C2)N)C)=O)SC=2C=CC=C1C=CC=NC21 (S)-6-amino-2-(5-amino-3-nitro-5,7-dihydrospiro[cyclopenta[b]pyridine-6,4'-piperidin]-1'-yl)-3-methyl-5-(quinolin-8-ylthio)pyrimidin-4(3H)-one